N-(4-methyl-3-(1-(trifluoromethyl)-1H-1,2,4-triazol-3-yl)phenyl)-6-azabicyclo[3.1.1]heptane-6-carboxamide CC1=C(C=C(C=C1)NC(=O)N1C2CCCC1C2)C2=NN(C=N2)C(F)(F)F